C1=CC=C(C=C1)NC2=CC=C(C=C2)[N+]#N.OS(=O)(=O)[O-] 4-diazodiphenylamine sulfate